ClC=1C=CC=C2C=CC(=NC12)N(C1=C(C=C(C=C1)OC(F)(F)F)[N+](=O)[O-])CCN1CCOCC1 8-Chloro-N-(2-morpholinoethyl)-N-(2-nitro-4-(trifluoromethoxy)phenyl)chinolin-2-amin